NC1=C(C(NC2=CC=CC(=C12)F)=O)C1=NC2=C(N1)C=C(C=C2)N2CCN(CC2)C(CBr)=O 4-amino-3-(6-(4-(2-bromoacetyl)piperazin-1-yl)-1H-benzo[d]imidazol-2-yl)-5-fluoroquinolin-2(1H)-one